C(C)[N+](C)(C)CC diethyl-dimethylammonium